(+)-6-(difluoromethyl-d)8-((1S,2R,3S)-3-hydroxy-2-methylcyclopentyl)-2-((1-((methyl-d3)sulfonyl)piperidin-4-yl-3,3,4,5,5-d5)-amino)pyrido[2,3-d]pyrimidin-7(8H)-one FC(C1=CC2=C(N=C(N=C2)NC2(C(CN(CC2([2H])[2H])S(=O)(=O)C([2H])([2H])[2H])([2H])[2H])[2H])N(C1=O)[C@@H]1[C@H]([C@H](CC1)O)C)([2H])F